ClC1=NN2C(C(=N1)NCC1=C(C=CC=C1)N1CCN(CC1)C)=NC=C2C(=C)C 2-chloro-N-(2-(4-methylpiperazin-1-yl)benzyl)-7-(prop-1-en-2-yl)imidazo[2,1-f][1,2,4]triazin-4-amine